BrC1=CC=C(C=C1)C1C2(CCC3=CC=CC=C13)CCCC2 1'-(4-Bromophenyl)-3',4'-dihydro-1'H-spiro[cyclopentane-1,2'-naphthalene]